COCCNC1=NC(=CC=C1N)OC 2-(β-methoxyethyl)amino-3-amino-6-methoxypyridine